tert-butyl (S)-(1-((4-((2-bromophenoxy)methyl)phenyl)amino)-6-(dimethylamino)-1-oxohexan-2-yl)carbamate BrC1=C(OCC2=CC=C(C=C2)NC([C@H](CCCCN(C)C)NC(OC(C)(C)C)=O)=O)C=CC=C1